5-((5-aminopentyl)(hydroxy)amino)-5-oxopentanoic acid NCCCCCN(C(CCCC(=O)O)=O)O